4-(4-amino-7H-pyrrolo[2,3-d]pyrimidin-7-yl)bicyclo[3.1.0]hexane-2,3-diol NC=1C2=C(N=CN1)N(C=C2)C2C(C(C1CC21)O)O